BrC1=C2C=CC=[N+](C2=CC=C1)[O-] 5-bromoquinoline-1-oxide